BrC=1C=C(C(=NC1)C(=O)NC1=C(C=CC(=C1)S(=O)(=O)C(F)(F)F)O)SCC 5-bromo-3-(ethylsulfanyl)-N-(2-hydroxy-5-trifluoromethylsulfonylphenyl)pyridine-2-carboxamide